C(C)N1C2=NC(=NC(=C2N=C1C1=CC=NC=C1)N1CCOCC1)C1=C(C=C(C(=O)OC)C=C1)C1=NN(C=C1)C methyl 4-(9-ethyl-6-morpholino-8-(pyridin-4-yl)-9H-purin-2-yl)-3-(1-methyl-1H-pyrazol-3-yl)benzoate